2-(4-(1-allylcyclopropyl)piperazin-1-yl)-4-chlorobenzoic acid C(C=C)C1(CC1)N1CCN(CC1)C1=C(C(=O)O)C=CC(=C1)Cl